2-(2-pyrrolidinoethylamino)-4-(1-methylindol-3-yl)pyrazolo[1,5-a][1,3,5]Triazine N1(CCCC1)CCNC1=NC=2N(C(=N1)C1=CN(C3=CC=CC=C13)C)N=CC2